4-amino-N-(1-((2-fluoro-5-(methylsulfonyl)phenyl)amino)-6-methylisoquinolin-5-yl)quinazoline NC1=NCN(C2=CC=CC=C12)C1=C2C=CN=C(C2=CC=C1C)NC1=C(C=CC(=C1)S(=O)(=O)C)F